NCC1=CC(=C(C(=C1)C)NC(=O)C1=CC2=C(OCCC3=C2SC=C3)C=C1C=1C(=NC(=CC1)C(NCCC)=O)C(=O)OC)C(NC(C)C)=O methyl 3-(9-((4-(aminomethyl)-2-(isopropylcarbamoyl)-6-methylphenyl)carbamoyl)-4,5-dihydrobenzo[b]thieno[2,3-d]oxepin-8-yl)-6-(propylcarbamoyl)picolinate